methyl 1-((1-(triisopropylsilyl)-1H-pyrrolo[2,3-b]pyridin-6-yl)sulfonyl)piperidine-4-carboxylate C(C)(C)[Si](N1C=CC=2C1=NC(=CC2)S(=O)(=O)N2CCC(CC2)C(=O)OC)(C(C)C)C(C)C